5-[4-[1-(2-chloroethyl)azetidin-3-yl]-1-piperidinyl]-2-(2,6-dioxo-3-piperidinyl)isoindoline-1,3-dione ClCCN1CC(C1)C1CCN(CC1)C=1C=C2C(N(C(C2=CC1)=O)C1C(NC(CC1)=O)=O)=O